N1C(NC(C2=C1CCCS2)=O)=O 7,8-Dihydro-1H-thiopyrano[3,2-d]pyrimidine-2,4(3H,6H)-dione